2-((2,6-bis(trifluoromethyl)pyridin-3-yl)sulfonyl)-2,6-diazaspiro[3.3]heptane FC(C1=NC(=CC=C1S(=O)(=O)N1CC2(C1)CNC2)C(F)(F)F)(F)F